N-(2-(2-cyano-4,4-difluoropyrrolidin-1-yl)-2-oxoethyl)-3-(2-(2-methyl-1,2,3,4-tetrahydroisoquinolin-6-yl)vinyl)isonicotinamide C(#N)C1N(CC(C1)(F)F)C(CNC(C1=C(C=NC=C1)C=CC=1C=C2CCN(CC2=CC1)C)=O)=O